CC(O)(CC1=CC=CC=C1)C dimethylbenzylcarbinol